C1=CC=CC=2C3=CC=CC=C3C(C12)COC(=O)N[C@H](C(=O)O)CC1=CC=C(C=C1)C=1C(=NN(C1)C)NC(=O)OCC=C (S)-2-((((9H-fluoren-9-yl)methoxy)carbonyl)amino)-3-(4-(3-(((allyloxy)carbonyl)amino)-1-methyl-1H-pyrazol-4-yl)phenyl)propanoic acid